Lauroyl-CoA C(CCCCCCCCCCC)(=O)SCCNC(CCNC([C@@H](C(COP(OP(OC[C@@H]1[C@H]([C@H]([C@@H](O1)N1C=NC=2C(N)=NC=NC12)O)OP(=O)(O)O)(=O)O)(=O)O)(C)C)O)=O)=O